2,3-dihydro-3,3,5,6-tetramethyl-1H-inden CC1(CCC2=CC(=C(C=C12)C)C)C